Tetrahydropyrido-quinazolinone N1C(NCC2CC=C3C(=C12)C=CC=N3)=O